4-bromo-2-(bromomethyl)-N,N-diethylbenzamide BrC1=CC(=C(C(=O)N(CC)CC)C=C1)CBr